C12(CC3CC(CC(C1)C3)C2)C=2C=C(C=CC2OC)C=2C=C3C=CC(=CC3=CC2)C(=O)[O-] 6-[3-(1-adamantyl)-4-methoxyphenyl]-2-naphthoate